5-(2-chloro-4-methylphenyl)-2-phenylmethoxybenzoic acid ClC1=C(C=CC(=C1)C)C=1C=CC(=C(C(=O)O)C1)OCC1=CC=CC=C1